ClC1=CC(=NC=C1)NCCCCC(=O)NCC(=O)NCCC(=O)O 3-(2-(5-((4-chloropyridin-2-yl)amino)pentanoylamino)acetamido)propanoic acid